CC1=C(C(=CC(=C1N)CC)CC)N 1-methyl-3,5-diethyl-2,6-phenylenediamine